1'-acetyl-2'-oxo-1-phenyl-2-(p-tolyl)-1,5-dihydro-spiro[imidazole-4,3'-indoline]-5-carboxylic acid ethyl ester C(C)OC(=O)C1N(C(=NC12C(N(C1=CC=CC=C21)C(C)=O)=O)C2=CC=C(C=C2)C)C2=CC=CC=C2